2-((5-methylpyrazin-2-yl)oxy)ethan-1-amine CC=1N=CC(=NC1)OCCN